FC(C1=CC=C(C(=N1)OC)[C@@H]1[C@H](O[C@]([C@H]1C)(C(F)(F)F)C)C(=O)NC1=CC(=NC=C1)C(=O)N)F (2S,3R,4S,5R)-4-[[3-[6-(Difluoromethyl)-2-methoxy-3-pyridyl]-4,5-dimethyl-5-(trifluoromethyl)tetrahydrofuran-2-carbonyl]amino]pyridin-2-carboxamid